CSC1=NN=C(C=2N1C=NC2)C2=C(C=C(C=C2)C(F)(F)F)CC(F)(F)F 4-(Methylthio)-1-(2-(2,2,2-trifluoroethyl)-4-(trifluoromethyl)phenyl)imidazo[1,5-d][1,2,4]triazine